CC=1NC=CC1 methyl-pyrrol